[Si](C1=CC=CC=C1)(C1=CC=CC=C1)(C(C)(C)C)C[C@]1(C2(CC(C1)C2)C(=O)C2=CC1=CC=CC=C1C=C2)CCC=2SC=CC2 |r| (rac)-((1S,2R,4R)-2-((tert-butyldiphenylsilyl)methyl)-2-(2-(thiophen-2-yl)ethyl)bicyclo[2.1.1]hexan-1-yl)(naphthalen-2-yl)methanone